4-(aminomethyl)-6-(5-(methoxymethyl)-pyridin-3-yl)phthalazin-1(2H)-one NCC1=NNC(C2=CC=C(C=C12)C=1C=NC=C(C1)COC)=O